8-(diethylamino)-3-((2R,4R,5R)-4-hydroxy-5-(hydroxymethyl)tetrahydrofuran-2-yl)benzo[b][1,8]naphthyridin-2(10H)-one C(C)N(C=1C=CC2=C(NC3=NC(C(=CC3=C2)[C@@H]2O[C@@H]([C@@H](C2)O)CO)=O)C1)CC